OC=1C=C(C2=C(C=CC=C2C1)I)C=O (3-hydroxy-8-iodoNaphthalen-1-yl)methanone